hexa-2,4-dienedioic acid C(C=CC=CC(=O)O)(=O)O